2-chloro-N-(3-methyl-1H-pyrazol-4-yl)quinazolin-4-amine ClC1=NC2=CC=CC=C2C(=N1)NC=1C(=NNC1)C